COC(=O)C1=CC=C2C(N1)=C1C(O2)=CC=C1 cyclopenta[1',2':4,5]furo[3,2-b]pyridine-2-carboxylic acid methyl ester